O=C1NC(CCC1N1C(C(=CC1=O)NC=1C=C(CN(C(OC(C)(C)C)=O)C)C=CC1)=O)=O tert-butyl (3-((1-(2,6-dioxopiperidin-3-yl)-2,5-dioxo-2,5-dihydro-1H-pyrrol-3-yl)amino)benzyl)-(methyl)carbamate